(R)-1-(4-(4-((4-((1-(difluoromethyl)-1H-benzo[d][1,2,3]triazol-5-yl)oxy)-2-fluoro-3-methylphenyl)amino)pyrido[3,2-d]pyrimidin-6-yl)-2-methylpiperazin-1-yl)prop-2-en-1-one FC(N1N=NC2=C1C=CC(=C2)OC2=C(C(=C(C=C2)NC=2C1=C(N=CN2)C=CC(=N1)N1C[C@H](N(CC1)C(C=C)=O)C)F)C)F